2-amino-2-(1-(methylsulfonyl)piperidin-4-yl)acetic acid methyl ester COC(C(C1CCN(CC1)S(=O)(=O)C)N)=O